2,2'-[(2-amino-2-oxoethyl)azanediyl]diacetic acid NC(CN(CC(=O)O)CC(=O)O)=O